C(C)(C)(C)NC1=NC=C(C(=N1)NC(C)(C)C)C#N 2,4-bis(tert-butylamino)pyrimidine-5-carbonitrile